CC=1C=CC=2N(C1)N=CC2B2OC(C(O2)(C)C)(C)C 6-methyl-3-(4,4,5,5-tetramethyl-1,3,2-dioxaborolan-2-yl)pyrazolo[1,5-a]pyridine